tert-butyl (11S,11aS)-8-((tert-butyldiphenylsilyl)oxy)-11-hydroxy-7-methoxy-2-methylene-5-oxo-2,3,11,11a-tetrahydro-1H-benzo[e]pyrrolo[1,2-a][1,4]diazepine-10(5H)-carboxylate [Si](C1=CC=CC=C1)(C1=CC=CC=C1)(C(C)(C)C)OC=1C(=CC2=C(N([C@H]([C@H]3N(C2=O)CC(C3)=C)O)C(=O)OC(C)(C)C)C1)OC